n-decyl cyanoacrylate C(#N)C(C(=O)OCCCCCCCCCC)=C